C(#N)C1=C(C=CC(=N1)C1=C(C=C(C=C1)S(=O)(=O)NC1CCC(CC1)(C)O)C)F 4-(6-cyano-5-fluoropyridin-2-yl)-N-((1r,4r)-4-hydroxy-4-methylcyclohexyl)-3-methylbenzenesulfonamide